1-((2-chlorophenyl)(cyclopropyl)methyl)-N-((R,E)-4-(methylsulfonyl)but-3-en-2-yl)-1H-pyrazolo[3,4-c]pyridine-5-carboxamide ClC1=C(C=CC=C1)C(N1N=CC=2C1=CN=C(C2)C(=O)N[C@H](C)\C=C\S(=O)(=O)C)C2CC2